CN(CCCN1C=2C=C(C=CC2C=2C1=NC=1CCCCC1C2N)OC)C 6-(3-(dimethylamino)propyl)-8-methoxy-2,3,4,6-tetrahydro-1H-indolo[2,3-b]quinolin-11-amine